C1(=CC=CC=C1)C=1C(=C(C=CC1)C1=C(C=CC=2C3=CC=CC=C3N(C12)C1=CC=CC=C1)NC1=CC2=CC=C(C=C2C=C1)C1=CC=CC=C1)C1=CC=CC=C1 ([1,1':2',1''-terphenyl]-3'-yl)-9-phenyl-N-(6-phenylnaphthalen-2-yl)-9H-carbazol-2-amine